(S)-2-(6-hydroxy-2-benzothiazolyl)-2-thiazoline-4-carboxylic acid OC1=CC2=C(N=C(S2)C=2SC[C@@H](N2)C(=O)O)C=C1